1-{4-[7-(aminocarbonyl)-2H-indazole-2-yl]benzyl}-4-(5-methyl-1H-benzimidazol-2-yl)piperidinium NC(=O)C1=CC=CC2=CN(N=C12)C1=CC=C(C[NH+]2CCC(CC2)C2=NC3=C(N2)C=CC(=C3)C)C=C1